1-((3S,4R)-4-(3,5-difluorophenyl)-1-(2-methoxyethyl)pyrrolidin-3-yl)-3-(4-methyl-5-oxo-2-phenyl-2,5-dihydro-1H-pyrazol-3-yl)urea FC=1C=C(C=C(C1)F)[C@H]1[C@@H](CN(C1)CCOC)NC(=O)NC=1N(NC(C1C)=O)C1=CC=CC=C1